COC1(CC1)C(=O)N1CCN(CC1)C=1C=2N(C=C(C1)S(=O)(=O)NC1(CC1)C)C(=NC2)C=2SC(=NN2)C(F)(F)F 8-(4-(1-methoxycyclopropane-1-carbonyl)piperazin-1-yl)-N-(1-methylcyclopropyl)-3-(5-(trifluoromethyl)-1,3,4-thiadiazol-2-yl)imidazo[1,5-a]pyridine-6-sulfonamide